C(C)(C)N mono-isopropylamine